7-Chloro-N-(3-chloro-4-(trifluoromethyl)phenyl)-3,4-dihydroisoquinoline ClC1=CC=C2CCN(CC2=C1)C1=CC(=C(C=C1)C(F)(F)F)Cl